7-amino-8-(3-methoxy-2,6-dimethylphenyl)-8H-pyrazolo[1,5-a]pyrrolo[3,2-e]pyridine-6-carboxamide NC1=C(C=2C=CC=3N(C2N1C1=C(C(=CC=C1C)OC)C)N=CC3)C(=O)N